C(CCCCCCCCC=O)=O decane-1,10-dialdehyde